C(C)(C)(C)NC(O[C@H]1CO[C@H](C1)C1=CC(=NN1)NC=1C=2N(C=CN1)N=C(C2)COC)=O |o1:7,10| rel-(3R,5R)-5-(3-((2-(methoxymethyl) pyrazolo[1,5-a]pyrazin-4-yl)amino)-1H-pyrazol-5-yl)tetrahydrofuran-3-yl tert-butylcarbamate